N-(4-(5-(2-((3S,4R)-3,4-Difluoropyrrolidin-1-yl)-6-methylpyrimidin-4-yl)-1,3,4-oxadiazol-2-yl)-3-(6-azaspiro[2.5]octan-6-yl)phenyl)-2-hydroxyethane-1-sulfonamide F[C@H]1CN(C[C@H]1F)C1=NC(=CC(=N1)C1=NN=C(O1)C1=C(C=C(C=C1)NS(=O)(=O)CCO)N1CCC2(CC2)CC1)C